N1=C(C=CC=C1)N1C=C(C(C2=CC(=C(C(=C12)F)N1CC(CC1)O)F)=O)C(=O)O 1-(2-pyridinyl)-6,8-difluoro-1,4-dihydro-7-(3-hydroxypyrrolidinyl)-4-oxo-3-quinolinecarboxylic acid